OC1[C@H]([C@H](C[C@H](C1)C)C(=O)NCCC1=CC(=CC=C1)O)C(C)C (1S,2S,5R)-3-hydroxy-N-(3-hydroxyphenethyl)-2-isopropyl-5-methylcyclohexane-1-carboxamide